N1C=C(C2=CC=CC=C12)CCNC1=NC(=NC2=C1OCCN2)C=2C(=NC=C(C2)C(F)(F)F)OC N-[2-(1H-indol-3-yl)ethyl]-2-(2-methoxy-5-(trifluoromethyl)-3-pyridyl)-7,8-dihydro-6H-pyrimido[5,4-b][1,4]oxazin-4-amine